CN1N=C(C=C1C(F)(F)F)O 1-methyl-5-(trifluoromethyl)-1H-pyrazol-3-ol